CC1=C(N)C(=CC(=C1)C1=CC=CC2=CC=CC=C12)C 2,6-dimethyl-4-(naphthalen-1-yl)aniline